9-((1S,4S)-4-(aminomethyl)cyclohexyl)-N2-(4-methyltetrahydro-2H-pyran-4-yl)-N8-(4-(trifluoromethyl)phenyl)-9H-purine-2,8-diamine NCC1CCC(CC1)N1C2=NC(=NC=C2N=C1NC1=CC=C(C=C1)C(F)(F)F)NC1(CCOCC1)C